(3Z)-nonen-1-yl chloride C(=CCCCCCCC)Cl